OC1(CCC(CC1)CNC1=C(C=C(C=C1)S(=O)(=O)N)[N+](=O)[O-])C 4-((((1s,4s)-4-hydroxy-4-methylcyclohexyl)methyl)amino)-3-nitrobenzenesulfonamide